FC=1C(=CC(=NC1)C)NC=1C=NC=2CC(N(C(C2C1)([2H])[2H])C=1C(=CC=2N(N1)C=NN2)C)([2H])[2H] N-(5-fluoro-2-methylpyridin-4-yl)-6-(7-methyl-[1,2,4]triazolo[4,3-b]pyridazin-6-yl)-5,6,7,8-tetrahydro-1,6-naphthyridin-5,5,7,7-d4-3-amine